3-(2-hydroxy-2-methylpropyl)-1,3-benzoxazol-2(3H)-one OC(CN1C(OC2=C1C=CC=C2)=O)(C)C